C(=O)(O)CC=1C(NC(NC1)=O)=O 5-(carboxymethyl)uracil